(R)-tert-butyl 3-((4-methyl-3-((1-(naphthalen-1-yl)ethyl)carbamoyl)phenyl)amino)azetidine-1-carboxylate CC1=C(C=C(C=C1)NC1CN(C1)C(=O)OC(C)(C)C)C(N[C@H](C)C1=CC=CC2=CC=CC=C12)=O